N-(4-cyclopropyl-2,5-difluorophenyl)-6-ethylpyrazolo[1,5-a]pyridine-3-sulfonamide C1(CC1)C1=CC(=C(C=C1F)NS(=O)(=O)C=1C=NN2C1C=CC(=C2)CC)F